4-[(2,3-Difluorophenoxy)methyl]1,3-dihydroimidazol-2-one FC1=C(OCC=2NC(NC2)=O)C=CC=C1F